(2R)-1-[(4aR,8aS)-decahydroquinolin-1-yl]-2-{cyclopropyl[(2,4-dimethoxyphenyl)methyl]amino}-4-(dimethylamino)butan-1-one N1(CCC[C@H]2CCCC[C@H]12)C([C@@H](CCN(C)C)N(CC1=C(C=C(C=C1)OC)OC)C1CC1)=O